N-[(2-t-butylthiazol-4-yl)methyl]N-hexylamine C(C)(C)(C)C=1SC=C(N1)CNCCCCCC